[3-(4-chloro-3-cyclopropyl-phenoxy)azetidin-1-yl]-[(3S)-3-(4H-1,2,4-triazol-3-yl)pyrrolidin-1-yl]methanone ClC1=C(C=C(OC2CN(C2)C(=O)N2C[C@H](CC2)C2=NN=CN2)C=C1)C1CC1